ClC1=C(NC2=CC=C(C(=C12)Cl)F)C(=O)N1CC2COCC(N2CC1)=O 8-(3,4-dichloro-5-fluoro-1H-indole-2-carbonyl)hexahydropyrazino[2,1-c][1,4]oxazin-4(3H)-one